4-methyltetrahydro-2H-pyran-4-Formaldehyde CC1(CCOCC1)C=O